C(C)(C)(C)OOC(=O)C=1C(=C(C(=O)C2=CC=C(C=C2)C(=O)O)C=CC1C(=O)O)C(=O)OOC(C)(C)C bis(t-butylperoxycarbonyl)-4,4'-dicarboxybenzophenone